1-(4-((3,3-dioxido-1,3,4-oxathiazinan-4-yl)methyl)benzyl)-1,3-dihydro-2H-benzo[d]imidazol-2-one O=S1(COCCN1CC1=CC=C(CN2C(NC3=C2C=CC=C3)=O)C=C1)=O